[O-]S(=O)(=O)C(F)(F)F.C(CCCC)[NH+]1CCC(CC1)CCC 1-pentyl-4-propylpiperidinium triflate